4-Vinyl-benzylchloride C(=C)C1=CC=C(CCl)C=C1